CC(CO)(C(C)O)CC 2-methyl-2-ethyl-1,3-butanediol